C1(CC1)S(=O)(=O)C1(CC1)COC=1N=NC=C2C1N(C(C(=C2)C(=O)NCC2=CC(=C(C=C2)F)F)=O)C 8-((1-(cyclopropylsulfonyl)cyclopropyl)methoxy)-N-(3,4-difluorobenzyl)-1-methyl-2-oxo-1,2-dihydropyrido[2,3-d]pyridazine-3-carboxamide